C(C)C=1SC(=CC1N=C=O)CC 2,5-diethyl-3-isocyanatothiophene